(E)-N-hydroxy-3-(2-(4-methylpiperazin-1-yl)phenyl)acrylamide ONC(\C=C\C1=C(C=CC=C1)N1CCN(CC1)C)=O